[6-(3-cyclopropyl-1H-1,2,4-triazol-5-yl)-2-azaspiro[3.3]heptan-2-yl]-[3-[3-(4-triflylphenyl)-1-bicyclo[1.1.1]pentanyl]azetidin-1-yl]methanone C1(CC1)C1=NNC(=N1)C1CC2(CN(C2)C(=O)N2CC(C2)C23CC(C2)(C3)C3=CC=C(C=C3)S(=O)(=O)C(F)(F)F)C1